trimethyl-((2-methyl-5-nitrophenyl)ethynyl)silane C[Si](C#CC1=C(C=CC(=C1)[N+](=O)[O-])C)(C)C